OC12CC3(CC(CC(C1)C3)C2)NCCC(=O)N2C(C3CCC2C3)C#N 3-[3-[(3-hydroxy-1-adamantyl)amino]propionyl]-3-azabicyclo[2.2.1]heptane-2-carbonitrile